CC1(CCCCC1)C(=O)ON1C(C2=CC=CC=C2C1=O)=O 1,3-dioxoisoindolin-2-yl 1-methylcyclohexane-1-carboxylate